C(CCC)N1C(N(C(CC1=O)=O)C1CCC(CC1)(C)CN1C(N(C(C1(C)C)=O)COCC[Si](C)(C)C)=O)=O 1-Butyl-3-(4-((5,5-dimethyl-2,4-dioxo-3-((2-(trimethylsilyl)ethoxy)methyl)imidazolidin-1-yl)methyl)-4-methylcyclohexyl)pyrimidine-2,4,6(1H,3H,5H)-trione